FC=1C=C2C(=CNC2=CC1)S(=O)(=O)C=1C=C(N)C=CC1 3-((5-fluoro-1H-indol-3-yl)sulfonyl)aniline